FC=1C=C(C=CC1OC1=C2C(=NC=C1)NC(N2C(C)C)=O)NC(=O)C=2C=NN(C2C(F)(F)F)C2=C(C=CC=C2)OC N-(3-fluoro-4-((1-isopropyl-2-oxo-2,3-dihydro-1H-imidazo[4,5-b]pyridine-7-yl)oxy)phenyl)-1-(2-methoxyphenyl)-5-(trifluoromethyl)-1H-pyrazole-4-carboxamide